(R)-1-(3-(3-chloro-5-(3-hydroxy-1H-1,2,4-triazol-5-yl)phenyl)morpholino)prop-2-en-1-one ClC=1C=C(C=C(C1)C1=NC(=NN1)O)[C@@H]1COCCN1C(C=C)=O